CN1C=C(C=CC1=O)C=1C=NN(C1)C(C)C1=CC=C(C#N)C=C1 4-(1-(4-(1-methyl-6-oxo-1,6-dihydropyridin-3-yl)-1H-pyrazol-1-yl)ethyl)benzonitrile